ethyl[3-[2-chloro-4-fluoro-5-(1-methyl-6-trifluoromethyl-2,4-dioxo-1,2,3,4-tetrahydropyrimidin-3-yl)phenoxy]-2-pyridyl-oxy]acetate C(C)OC(COC1=NC=CC=C1OC1=C(C=C(C(=C1)N1C(N(C(=CC1=O)C(F)(F)F)C)=O)F)Cl)=O